(1',3',4',6'-tetrahydroxy-2',4',6'-trimethyl-7'-oxo-1',2',3',4',6',7'-hexahydrospiro[cyclopropane-1,5'-inden]-2'-yl)methyl carbamate C(N)(OCC1(C(C=2C(C(C3(C(C2C1O)(C)O)CC3)(C)O)=O)O)C)=O